OCCS(=O)(=O)NC1=CC(=C(C(=O)NC2=CC=CC3=C2N=C2N3[C@H]3CC[C@@H]2C3)C=C1)N1CCC3(CC3)CC1 4-(2-hydroxyethanesulfonylamino)-2-(6-azaspiro[2.5]octan-6-yl)-N-((1S,4R)-1,2,3,4-tetrahydro-1,4-methylenebenzo[4,5]imidazo[1,2-a]pyridin-6-yl)benzamide